[Na].[N+](=O)([O-])C=1C(=C(C=CC1)[N+](=O)[O-])[N+](=O)[O-] trinitrobenzene sodium